N-(methyl)acrylamide CNC(C=C)=O